(3R)-3-cyclopentyl-3-[4-(7H-pyrrolo[2,3-d]pyrimidin-4-yl)pyrazol-1-yl]propanenitrile phosphoric acid salt P(O)(O)(O)=O.C1(CCCC1)[C@@H](CC#N)N1N=CC(=C1)C=1C2=C(N=CN1)NC=C2